CC1([C@H]2CN([C@@H]([C@@H]12)C(NNC[C@H]1C(NCC1)=O)=O)C(=O)[C@H](C(C)(C)C)NC(=O)C1CC(C1)(F)F)C N-[(1S)-1-[(1R,2S,5S)-6,6-dimethyl-2-[[[(3S)-2-oxopyrrolidin-3-yl]methylamino]carbamoyl]-3-azabicyclo[3.1.0]hexane-3-carbonyl]-2,2-dimethyl-propyl]-3,3-difluoro-cyclobutanecarboxamide